3-benzyl-1-(trans-4-((5-cyanopyridin-2-yl)amino)cyclohexyl)-1-(4-(1-methyl-6-oxo-1,6-dihydropyridin-2-yl)phenyl)urea C(C1=CC=CC=C1)NC(N(C1=CC=C(C=C1)C=1N(C(C=CC1)=O)C)[C@@H]1CC[C@H](CC1)NC1=NC=C(C=C1)C#N)=O